CN(C(=O)C=1SC=2N=C(N=C(C2N1)N1CCOCC1)N/N=C/C=1C=C(C=CC1)C)C N,N-dimethyl-7-morpholino-5-[(2E)-2-(m-tolylmethylene)hydrazino]thiazolo[5,4-d]pyrimidine-2-carboxamide